O[C@H]1C[C@H](CC1)CNC1=C(C=C(C=C1)S(=O)(=O)NC(C1=C(C=CC=C1)OC=1C=C2C(=NC1)NC=C2)=O)[N+](=O)[O-] N-{[4-({[(1S,3R)-3-hydroxycyclopentyl]methyl}amino)-3-nitrophenyl]sulfonyl}-2-(1H-pyrrolo[2,3-b]pyridin-5-yloxy)benzamide